syn-dimethylsilanediyl[2-methyl-4,8-di(3,5-dimethylphenyl)-1,5,6,7-tetrahydro-s-indacen-1-yl][2-ethyl-4-(3,5-dimethylphenyl)-5-methoxy-6-tert-butylinden-1-yl]zirconium dichloride [Cl-].[Cl-].C[Si](=[Zr+2](C1C(=CC2=C(C(=C(C=C12)C(C)(C)C)OC)C1=CC(=CC(=C1)C)C)CC)C1C(=CC2=C(C=3CCCC3C(=C12)C1=CC(=CC(=C1)C)C)C1=CC(=CC(=C1)C)C)C)C